C1(=C(C=CC=C1)NC=1C=CC(NC1)=O)C 5-(o-tolylamino)pyridin-2(1H)-one